OC=1C=C(C=CC1O)C=1OC2=C(C(C1)=O)C(=CC(=C2)O)O 2-(3-hydroxy-4-hydroxyphenyl)-5-hydroxy-7-hydroxy-4H-1-benzopyran-4-one